FC=1C=C2C(C(=CN(C2=NC1)C1=C(C=C(C=C1F)F)F)C(=O)NC(C(F)(F)F)C(C)C)=O 6-fluoro-4-oxo-N-[1,1,1-trifluoro-3-methylbutan-2-yl]-1-(2,4,6-trifluorophenyl)-1,4-dihydro-1,8-naphthyridine-3-carboxamide